methyl 1-methyl-6-oxo-1,4,5,6-tetrahydropyridazine-3-carboxylate CN1N=C(CCC1=O)C(=O)OC